4',4''-[[1,1'-binaphthalene]-2,2'-diylbis(oxymethylene)]di([1,1'-biphenyl]-4-carboxylic acid) C1(=C(C=CC2=CC=CC=C12)OCC1(CC=C(C=C1)C1=CC=CC=C1)C(=O)O)C1=C(C=CC2=CC=CC=C12)OCC1=CC=C(C=C1)C1=CC=C(C=C1)C(=O)O